CC(=C)C1=C(C=CC=C1)CCC alpha-methyl-ortho-propylstyrene